ClC=1N=C(NC1C=1CCN(CC1C)S(=O)(=O)C=CC(=O)N)C1=NC=C(C=C1)F 3-[[4-[4-Chloro-2-(5-fluoro-2-pyridyl)-1H-imidazol-5-yl]-5-methyl-3,6-dihydro-2H-pyridin-1-yl]sulfonyl]propenamide